2-([1,1'-biphenyl]-3-yl)-4-chloro-6-(triphenylen-2-yl)-1,3,5-triazine C1(=CC(=CC=C1)C1=NC(=NC(=N1)Cl)C1=CC=2C3=CC=CC=C3C3=CC=CC=C3C2C=C1)C1=CC=CC=C1